di-tert-butyl-(2R,4R)-4-((3,5-difluoropyridin-2-yl) methyl)-2-methyl-piperidine-1,4-dicarboxylate C(C)(C)(C)OC(=O)N1[C@@H](C[C@@](CC1)(C(=O)OC(C)(C)C)CC1=NC=C(C=C1F)F)C